(R)-N-(4-(4-methyl-3-oxo-3,4-dihydro-2H-pyrido[3,2-b][1,4]oxazin-7-yl)-5,6,7,8-tetrahydroisoquinolin-8-yl)propionamide CN1C2=C(OCC1=O)C=C(C=N2)C2=CN=CC=1[C@@H](CCCC21)NC(CC)=O